potassium permanganate salt [Mn](=O)(=O)(=O)[O-].[K+]